2-(4-cyano-2,6-diisopropylphenyl)-N-(6-(2-hydroxypropan-2-yl)pyridin-3-ylsulfonyl)acetamide C(#N)C1=CC(=C(C(=C1)C(C)C)CC(=O)NS(=O)(=O)C=1C=NC(=CC1)C(C)(C)O)C(C)C